[N+](=O)([O-])C1=CC=C(CN2C(C=CC=C2)=O)C=C1 1-(4-nitrobenzyl)pyridin-2(1H)-one